C12CN(CC2CCC1)NC(=O)NS(=O)(=O)C1=CC=C(C=C1)C 1-(3-azabicyclo(3.3.0)oct-3-yl)-3-(p-tolylsulfonyl)urea